N'-diphenylbenzidine C1=CC=C(C=C1)N(C2=CC=CC=C2)C3=CC=C(C=C3)C4=CC=C(C=C4)N